ClC1=NC=C(C(=O)NC2=NC(=CC=C2)C)C(=C1)C 6-chloro-4-methyl-N-(6-methylpyridin-2-yl)nicotinamide